C(CCCCCCCCCCCCCCC)OCC(CN(CC(C(C(C(CO)O)O)O)O)C)O 6-((3-(hexadecyloxy)-2-hydroxypropyl)(methyl)-amino)hexane-1,2,3,4,5-pentaol